C1(=CC=CC2=CC=CC=C12)C(=O)NC1=C(C=CC=C1)C=1OC2=C(C1)C=CC(=C2)CN2CCN(CC2)C(=O)OC(C)(C)C tert-Butyl 4-((2-(2-(1-naphthamido)phenyl)benzofuran-6-yl)methyl)piperazine-1-carboxylate